OC[C@H]1N(C/C(/CC1)=N/OC)C(=O)C1=CC=C(C=C1)C1=C(C(=CC=C1)C#N)C (S,E)-4'-(2-(Hydroxymethyl)-5-(methoxyimino)piperidine-1-carbonyl)-2-methyl-[1,1'-biphenyl]-3-carbonitrile